S-(+)-4-phenyl-2-oxazolidinone C1[C@@H](NC(=O)O1)C2=CC=CC=C2